C(C)OCN(C1=CC(=C(C=O)C=C1)O)COCC 4-(bis(ethoxymethyl)amino)-2-hydroxybenzaldehyde